(1-(6-(3-amino-1H-1,2,4-triazol-5-yl)pyridin-3-yl)-1H-pyrrolo[2,3-b]pyridin-5-yl)(2-methylmorpholino)methanone NC1=NNC(=N1)C1=CC=C(C=N1)N1C=CC=2C1=NC=C(C2)C(=O)N2CC(OCC2)C